(2R,3R,4S,5R,6R)-2-(hydroxymethyl)-5-methoxy-6-((4-(1-methylcyclopentyl)-1H-1,2,3-triazol-1-yl)methyl)-4-(4-(3,4,5-trifluorophenyl)-1H-1,2,3-triazol-1-yl)tetrahydro-2H-pyran-3-ol OC[C@H]1O[C@@H]([C@@H]([C@H]([C@H]1O)N1N=NC(=C1)C1=CC(=C(C(=C1)F)F)F)OC)CN1N=NC(=C1)C1(CCCC1)C